S1C(=CC=C1)C1(CC1)C=1NC(C2=C(N1)CCNC2)=O 2-(1-(thiophen-2-yl)cyclopropyl)-5,6,7,8-tetrahydropyrido[4,3-d]pyrimidin-4(3H)-one